ethyl 2-((5-bromo-1-isopropyl-1H-indazol-3-yl)methoxy)benzoate BrC=1C=C2C(=NN(C2=CC1)C(C)C)COC1=C(C(=O)OCC)C=CC=C1